COCCOC=1C=C2C(=NC=NC2=CC1OCCOC)OC1=CC(=C(C(=C1)F)C(C(=O)NC1=CC=C(C=C1)OC)=O)F (4-((6,7-bis(2-methoxyethoxy)quinazolin-4-yl)oxy)-2,6-difluorophenyl)-N-(4-methoxyphenyl)-2-oxoacetamide